4-(2-((8-(((1,1,1,3,3,3-Hexafluoropropan-2-yl)oxy)carbonyl)-1,8-diazaspiro[4.5]decan-1-yl)methyl)-5-(trifluoromethyl)phenoxy)butanoic acid FC(C(C(F)(F)F)OC(=O)N1CCC2(CCCN2CC2=C(OCCCC(=O)O)C=C(C=C2)C(F)(F)F)CC1)(F)F